(3,5-difluoro-4-(3-(2-(4-methylpiperazin-1-yl)pyrimidin-5-yl)-1H-pyrazolo[3,4-c]pyridin-5-yl)phenyl)-N-methylmethylamine FC=1C=C(C=C(C1C=1C=C2C(=CN1)NN=C2C=2C=NC(=NC2)N2CCN(CC2)C)F)N(C)C